(1-(3-((2,3-dichlorophenyl)thio)-1H-pyrazolo[3,4-d]pyrimidin-6-yl)-4-methylpiperidin-4-yl)methanamine ClC1=C(C=CC=C1Cl)SC1=NNC2=NC(=NC=C21)N2CCC(CC2)(C)CN